C(CCCCCCCCCCCCCCCCC)N(CCO)CCO stearyl-di(2-hydroxyethyl)amine